6-(4-(4-isopropylpiperazin-1-yl)phenyl)-1,2-dimethyl-N-(pyrimidin-2-yl)-1H-benzo[d]imidazol-4-amine C(C)(C)N1CCN(CC1)C1=CC=C(C=C1)C=1C=C(C2=C(N(C(=N2)C)C)C1)NC1=NC=CC=N1